ClC=1C(N2C(=C3C=CC=CC13)C(NC21CCCCC1)=O)=O 6'-Chloro-2'H-spiro[cyclohexane-1,3'-imidazo[4,3-a]isoquinoline]-1',5'-dione